C(C1=CC=CC=C1)NC(N(C=1N=NC(=CC1)C=1C=NN(C1)C)[C@@H]1CC[C@H](CC1)NC1=NC=C(C(=N1)NC1COC1)C#N)=O 3-benzyl-1-(trans-4-((5-cyano-4-(oxetan-3-ylamino)pyrimidin-2-yl)amino)cyclohexyl)-1-(6-(1-methyl-1H-pyrazol-4-yl)pyridazin-3-yl)urea